[Li].[Fe].[W] tungsten-iron-lithium